NC1=C2C(=NC=N1)N(N=C2C2=C(C=C(C=C2)OC2=CC=CC=C2)F)[C@H]2CN(CCC2)C(=O)C(C#N)=CC(C)(C)C (R)-2-(3-(4-amino-3-(2-fluoro-4-phenoxyphenyl)-1H-pyrazolo[3,4-d]pyrimidin-1-yl)piperidine-1-carbonyl)-4,4-dimethylpent-2-enenitrile